OC1C[C@@]2(CC3=CC=CC=C3CC2)CCC1 (S)-3-hydroxy-3',4'-dihydro-1'H-spiro[cyclohexane-1,2'-naphthalene]